N-(1,1-Dimethyl-2-hydroxyethyl)2,2-diethylbutanamide CC(CO)(C)NC(C(CC)(CC)CC)=O